O,O'-Dimyristyl N-lysylaspartat N[C@@H](CCCCN)C(=O)N[C@@H](CC(=O)OCCCCCCCCCCCCCC)C(=O)OCCCCCCCCCCCCCC